FC(C1=NNC2=CC=C(C=C12)[N+](=O)[O-])F 3-(difluoromethyl)-5-nitro-1H-indazole